(2S,4R)-4-fluoro-N-[(S) or (R)-[6-fluoro-5-(propan-2-yl)pyridin-2-yl][3-(1,2-oxazol-5-yl)phenyl]methyl]-1-[2-(1H-1,2,3-triazol-5-yl)acetyl]pyrrolidine-2-carboxamide F[C@@H]1C[C@H](N(C1)C(CC1=CN=NN1)=O)C(=O)N[C@@H](C1=CC(=CC=C1)C1=CC=NO1)C1=NC(=C(C=C1)C(C)C)F |o1:17|